pentamethyl-cyclopentadienyl-(2,6-diisopropylphenoxy)-titanium dichloride [Cl-].[Cl-].CC1=C(C(=C(C1([Ti+2]OC1=C(C=CC=C1C(C)C)C(C)C)C)C)C)C